[Li+].COCC(C(=O)[O-])N1CCN(CC1)C 3-methoxy-2-(4-methylpiperazin-1-yl)propionic acid lithium salt